3-(3-iodo-7-((R)-3-methylmorpholino)pyrazolo[1,5-a]pyrimidin-5-yl)-8-oxa-3-azabicyclo[3.2.1]octane IC=1C=NN2C1N=C(C=C2N2[C@@H](COCC2)C)N2CC1CCC(C2)O1